FC=1C(=CC2=C(C(NC=3CNC[C@@H](C23)N(C(=O)C2=CC3=C(N=CS3)C=C2)C)=O)C1)F (R)-N-(8,9-difluoro-6-oxo-1,2,3,4,5,6-hexahydrobenzo[c][1,7]naphthyridin-1-yl)-N-methylbenzo[d]thiazole-6-carboxamide